BrC=1C=CC(=NC1C#C)N 5-bromo-6-ethynyl-pyridin-2-amine